C(C=C)(=O)OCCC(OC(NCCCCCCN(C(=O)OC(C)(C)C)C)=O)(C)CCOC(C=C)=O di(acryloxyethyl)-trimethyl-hexamethylenediurethane